FC=1C=C(C=C(C1)F)C=1C=C2C(=NNC2=CC1)C(=O)NC1=C(C=C(C=C1)N1CCN(CC1)C)OC 5-(3,5-difluorophenyl)-N-(2-methoxy-4-(4-methylpiperazin-1-yl)phenyl)-1H-indazole-3-carboxamide